5,5-dimethyl-3-((3-(3,4,5-trifluorophenyl)allyl)sulfonyl)-4,5-dihydroisoxazole CC1(CC(=NO1)S(=O)(=O)CC=CC1=CC(=C(C(=C1)F)F)F)C